ClC=1C(=CC(=C(C1)N1C(C=CC2=CC(=CC=C12)S(=O)(=O)NC=1N=NC=CC1)=O)OC)[C@@H]1[C@H](C1)C(F)(F)F (P)-1-(5-chloro-2-methoxy-4-((1S,2S)-2-(trifluoromethyl)cyclopropyl)phenyl)-2-oxo-N-(pyridazin-3-yl)-1,2-dihydroquinoline-6-sulfonamide